2,4-PYRIDINEDICARBOXALDEHYDE N1=C(C=C(C=C1)C=O)C=O